ClC1=C(C(=CC=C1Cl)OC)C(CCCC(=O)OCC)=O ethyl 5-(2,3-dichloro-6-methoxyphenyl)-5-oxopentanoate